2-di-tert-butylphosphino-2',4',6'-tri-1-propyl-1,1'-biphenyl C(C)(C)(C)P(C1=C(C=CC=C1)C1=C(C=C(C=C1CCC)CCC)CCC)C(C)(C)C